(S)-1-(7-(8-ethynyl-7-fluoronaphthalen-1-yl)-8-fluoro-4-(methyl(pyrrolidin-2-ylmethyl)amino)pyrido[4,3-d]pyrimidin-2-yl)-4-methylpiperidin-4-ol C(#C)C=1C(=CC=C2C=CC=C(C12)C1=C(C=2N=C(N=C(C2C=N1)N(C[C@H]1NCCC1)C)N1CCC(CC1)(O)C)F)F